OCCNC1=CC2=C(OCO2)C=C1 5-(2-hydroxyethyl)amino-1,3-benzodioxole